ClC1=CC2=C(CCO2)C=C1NC1=NC=C2N(C(N(C2=N1)[C@H]1COCC1)=O)C (R)-2-((6-chloro-2,3-dihydrobenzofuran-5-yl)amino)-7-methyl-9-(tetrahydrofuran-3-yl)-7,9-dihydro-8H-purin-8-one